1,3-bis(diisocyanatomethyl)cyclohexane N(=C=O)C(C1CC(CCC1)C(N=C=O)N=C=O)N=C=O